ClC=1C=C2C(=NC1)NC=C2C2=CC=1N(C=C2)N=CC1C(=O)NC=1C=NC=CC1 5-(5-chloro-1H-pyrrolo[2,3-b]pyridin-3-yl)-N-(pyridin-3-yl)pyrazolo[1,5-a]pyridine-3-carboxamide